2-(3-chlorophenyl)-5-nitrothiophene ClC=1C=C(C=CC1)C=1SC(=CC1)[N+](=O)[O-]